(S)-4-(3-((4-(chlorosulfonyl)-3-methoxyphenyl)amino)-2-(4-fluorobenzamido)-3-oxopropyl)piperidine-1-carboxylic acid benzyl ester C(C1=CC=CC=C1)OC(=O)N1CCC(CC1)C[C@@H](C(=O)NC1=CC(=C(C=C1)S(=O)(=O)Cl)OC)NC(C1=CC=C(C=C1)F)=O